1-(4-cyano-2,6-diisobutylphenyl)-2-phenyl-1H-benzimidazole C(#N)C1=CC(=C(C(=C1)CC(C)C)N1C(=NC2=C1C=CC=C2)C2=CC=CC=C2)CC(C)C